OC[C@@H]1N(CC1)C1=CC(NC(N1)=O)=O (R)-6-(2-(hydroxymethyl)azetidin-1-yl)pyrimidine-2,4(1H,3H)-dione